4-((allylthio)(phenyl)methyl)-2,6-bis-tert-butylphenol-13C C(C=C)SC(C1=CC(=[13C](C(=C1)C(C)(C)C)O)C(C)(C)C)C1=CC=CC=C1